N-Butyl-diethanolamin C(CCC)N(CCO)CCO